tert-butyl N-[1-methyl-4-[1-oxo-6-[5-(trifluoromethyl)-2-pyridyl]-2-isoquinolyl]butyl]carbamate CC(CCCN1C(C2=CC=C(C=C2C=C1)C1=NC=C(C=C1)C(F)(F)F)=O)NC(OC(C)(C)C)=O